OC[C@H](C1=CC=CC=C1)NC1=NC(=NC=C1C1=NC(=NO1)C12CCN(CC1)CC2)NC2=CC=C1C(N3C(C1=C2)CC=CC3)=O 9-((4-(((S)-2-hydroxy-1-phenylethyl)amino)-5-(3-(quinuclidin-4-yl)-1,2,4-oxadiazol-5-yl)pyrimidin-2-yl)amino)-1,10b-dihydropyrido[2,1-a]isoindol-6(4H)-one